C(C1=CC=CC=C1)C1CCN(CC1)S(=O)(=O)C=1C=CC(=C(C1)N1CCNCC1)OC 1-[5-[(4-Benzyl-1-piperidinyl)sulfonyl]-2-methoxy-phenyl]piperazine